6,6-dimethyl-3-(1H-pyrrolo[2,3-b]pyridin-3-yl)piperidin-3-ol CC1(CCC(CN1)(O)C1=CNC2=NC=CC=C21)C